C12CCC(CC1)N2C=2C=C(C(=O)O)C=C(C2C(NS(N(C)C)(=O)=O)=O)F 3-(7-azabicyclo[2.2.1]heptan-7-yl)-4-((N,N-dimethylsulfamoyl)carbamoyl)-5-fluorobenzoic acid